CN(C1=C(C=CC=C1)C=CC(=O)O)C 3-[2-(DIMETHYLAMINO)PHENYL]PROP-2-ENOIC ACID